Cl.CN1N=C2C(=CC(=CC2=C1)C1=CC2=C(N=C(S2)C2CCNCC2)C=C1)C#N 2-Methyl-5-[2-(piperidin-4-yl)-1,3-benzothiazol-6-yl]-2H-indazol-7-carbonitril-Hydrochlorid